BrC1=CC=C(C=C1)CN1CCC(CC1)(CC#N)N1N=C(C(=C1)C(=O)N)NC(=O)C1CC1 1-[1-[(4-bromophenyl)methyl]-4-(cyanomethyl)-4-piperidyl]-3-(cyclopropanecarbonylamino)pyrazole-4-carboxamide